5-(3-((tert-butyldimethylsilyl)oxy)pyrrolidin-1-yl)-2-morpholinooxazolo[4,5-b]pyridin-6-amine [Si](C)(C)(C(C)(C)C)OC1CN(CC1)C1=C(C=C2C(=N1)N=C(O2)N2CCOCC2)N